COC=1C=C(C=CC1OC)C=1NC2=CC=C(C=C2C1CC)C1CCN(CC1)C(CNC1CCC(CC1)N(C)C)=O 1-(4-(2-(3,4-dimethoxyphenyl)-3-ethyl-1H-indol-5-yl)piperidin-1-yl)-2-((4-(dimethylamino)cyclohexyl)amino)ethan-1-one